2,4-dimethyl-3-cyclohexanal CC1CCCC(C1C=O)C